FC=1C(=CC(=NC1)OC)[C@H](C(=O)N1C[C@]2(CC1)NC1=NC(=C(C=C1CC2)C=2C=NN1C2N=CC=C1)C)C (2R)-2-(5-fluoro-2-methoxypyridin-4-yl)-1-[(2S)-7-methyl-6-(pyrazolo[1,5-a]pyrimidin-3-yl)-3,4-dihydro-1H-spiro[1,8-naphthyridine-2,3'-pyrrolidin]-1'-yl]propan-1-one